4-(5-(2,6-dimethylphenoxy)-2-(pyrrolidin-3-yl)-2H-indazol-6-yl)-N-ethyl-6-methyl-7-oxo-6,7-dihydro-1H-pyrrolo[2,3-c]pyridine-2-carboxamide CC1=C(OC2=CC3=CN(N=C3C=C2C=2C3=C(C(N(C2)C)=O)NC(=C3)C(=O)NCC)C3CNCC3)C(=CC=C1)C